C(C=C)OCC=C di(2-propenyl) ether